C1COCCN1C2=C(C=C(C=C2)Br)C=O 5-bromo-2-(N-morpholino)-benzaldehyde